(±)-9-fluoro-2,3-dihydro-3-methyl-10-(4-methyl-1-piperazinyl)-7-oxo-7H-pyrido[1,2,3-de]-1,4-benzoxazine-6-carboxylic acid FC=1C(=C2C=3N([C@@H](CO2)C)C=C(C(C3C1)=O)C(=O)O)N1CCN(CC1)C |r|